1-(6-chloro-4-methylpyridazin-3-yl)ethanone ClC1=CC(=C(N=N1)C(C)=O)C